N-[[3-(benzotriazol-2-yl)-2-hydroxy-5-(2,4,4-trimethylpent-2-yl)phenyl]methyl]-2-methylprop-2-enamide N=1N(N=C2C1C=CC=C2)C=2C(=C(C=C(C2)C(C)(CC(C)(C)C)C)CNC(C(=C)C)=O)O